racemic-8-cyclopropyl-6-(2,4-dimethoxypyrimidin-5-yl)-2-(pyridin-2-yl)imidazo[1,2-b]pyridazine C1(CC1)C=1C=2N(N=C(C1)C=1C(=NC(=NC1)OC)OC)C=C(N2)C2=NC=CC=C2